(1S,2S,3R,5R)-3-((5-chloro-4-(4-fluoro-2-(2-hydroxypropan-2-yl)-7-isopropyl-1H-benzo[d]imidazol-6-yl)pyrimidin-2-yl)amino)-8-oxabicyclo[3.2.1]octan-2-ol ClC=1C(=NC(=NC1)N[C@H]1[C@@H]([C@@H]2CC[C@H](C1)O2)O)C=2C=C(C1=C(NC(=N1)C(C)(C)O)C2C(C)C)F